2-fluoro-4-((4-((S)-3-hydroxypyrrolidin-1-yl)pyrimidin-2-yl)amino)-N-(8-methylisoquinolin-1-yl)-N-((R)-piperidin-3-yl)benzamide FC1=C(C(=O)N([C@H]2CNCCC2)C2=NC=CC3=CC=CC(=C23)C)C=CC(=C1)NC1=NC=CC(=N1)N1C[C@H](CC1)O